2-(4-methylphenylamino)-4-(4-fluorophenyl)thiazole CC1=CC=C(C=C1)NC=1SC=C(N1)C1=CC=C(C=C1)F